C1(CC1)C1=NC(=NC=C1)[C@H]1[C@@H](CC1)C=1NC(C2=C(N1)N(N=C2C#N)[C@@H](C)C=2C=NC(=CC2)C(F)(F)F)=O 6-((1R,2R)-2-(4-cyclopropylpyrimidin-2-yl)cyclobutyl)-4-oxo-1-((S)-1-(6-(trifluoromethyl)-pyridin-3-yl)ethyl)-4,5-dihydro-1H-pyrazolo[3,4-d]pyrimidine-3-carbonitrile